2-((3,5-dicyano-6-(4-(2,5-dioxoimidazolin-1-yl)piperidin-1-yl)-4-ethylpyridin-2-yl)sulfanyl)-2-phenylacetamide C(#N)C=1C(=NC(=C(C1CC)C#N)N1CCC(CC1)N1C(NCC1=O)=O)SC(C(=O)N)C1=CC=CC=C1